alpha-chloroacetyl-gamma-butyrolactone ClCC(=O)C1C(=O)OCC1